NC1CC(C1)S(=O)(=O)NC1=CC=CC1 3-amino-N-(cyclopent-1,3-dien-1-yl)cyclobutane-1-sulfonamide